4-[(2-methylimidazo[1,2-b]pyridazin-7-yl)methyl]cyclohexanecarboxylic acid CC=1N=C2N(N=CC(=C2)CC2CCC(CC2)C(=O)O)C1